GALLIC ACID C(C1=CC(O)=C(O)C(O)=C1)(=O)O